2-(2-(4-amino-8-methyl-6-(trifluoromethyl)-9H-pyrimido[4,5-b]indol-9-yl)acetyl)-N-(6-chloro-3-methylpyridin-2-yl)-5-methyl-2-azabicyclo[3.1.0]hexane-3-carboxamide NC1=NC=NC=2N(C3=C(C=C(C=C3C21)C(F)(F)F)C)CC(=O)N2C1CC1(CC2C(=O)NC2=NC(=CC=C2C)Cl)C